2-((4-(ethoxycarbonyl)-2-((hydroxyimino)methyl)-3-methylphenyl)thio)acetic acid C(C)OC(=O)C1=C(C(=C(C=C1)SCC(=O)O)C=NO)C